(phenylnaphthyl)(phenylnaphthobenzofuranyl)anthracene tert-butyl-3-(3-(3-oxoisoxazolidin-2-yl)propyl)-8-azabicyclo[3.2.1]octane-8-carboxylate C(C)(C)(C)OC(=O)N1C2CC(CC1CC2)CCCN2OCCC2=O.C2(=CC=CC=C2)C2=C(C1=CC=CC=C1C=C2)C2=C(C1=CC3=CC=CC=C3C=C1C=C2)C2=C(OC=1C2=CC=C2C1C=CC1=CC=CC=C12)C1=CC=CC=C1